BrC=1C=2N(C=C(C1)OC[C@@H](C)O)N=CC2C#N (R)-4-bromo-6-(2-hydroxypropoxy)pyrazolo[1,5-a]pyridine-3-carbonitrile